2,6-di-tert-butyl-4-benzylidene-cyclohexane-2,5-dienone C(C)(C)(C)C=1C(C(=CC(C1)=CC1=CC=CC=C1)C(C)(C)C)=O